4-Chloro-7-[(3S*)-1-{4-[1-({1-[2-(2,6-dioxopiperidin-3-yl)-1-oxo-2,3-dihydro-1H-isoindol-5-yl]piperidin-4-yl}methyl)piperidin-4-yl]phenyl}piperidin-3-yl]-1H-indole-3-carbonitrile ClC1=C2C(=CNC2=C(C=C1)[C@H]1CN(CCC1)C1=CC=C(C=C1)C1CCN(CC1)CC1CCN(CC1)C=1C=C2CN(C(C2=CC1)=O)C1C(NC(CC1)=O)=O)C#N |o1:10|